diphenyl ketone O-((trifluoromethyl)sulfinyl) oxime FC(S(=O)ON=C(C1=CC=CC=C1)C1=CC=CC=C1)(F)F